4-methyl-1,2-cyclohexanediamine CC1CC(C(CC1)N)N